C[C@@H]1CN(C[C@@H](N1C=1N=CC2=C(N1)C(=NN2)C=2C=NC(=CC2)N2C[C@H](NCC2)C)C)C(=O)N2CC(CC2)F ((3R,5S)-3,5-dimethyl-4-(3-(6-((R)-3-methylpiperazin-1-yl)pyridin-3-yl)-1H-pyrazolo[4,3-d]pyrimidin-5-yl)piperazin-1-yl)(3-fluoropyrrolidin-1-yl)methanone